FC(OC1=CC=C(C=C1)C(=O)N1CC2=C(CC1)C=C(S2)C2=NOC(=N2)C(F)(F)F)(F)F (4-(trifluoromethoxy)phenyl)(2-(5-(trifluoromethyl)-1,2,4-oxadiazol-3-yl)-4,7-dihydrothieno[2,3-c]pyridin-6(5H)-yl)methanone